4-[(4-FLUOROPHENYL)AMINOCARBONYL]BENZENEBORONIC ACID FC1=CC=C(C=C1)NC(=O)C1=CC=C(C=C1)B(O)O